FC(OC1=NC2=CC(=CC(=C2N=C1)C=1SC(=CN1)C1=C(C(=CC=C1)Cl)O)C)F 2-(2-(2-(difluoromethoxy)-7-methylquinoxalin-5-yl)thiazol-5-yl)-6-chlorophenol